3-chloro-N'-hydroxypyridine-4-carboxamidine ClC=1C=NC=CC1C(=NO)N